C1(=CC=CC=C1)COP(=O)(OCC1=CC=CC=C1)OCC(CC(=O)[O-])(C)C 4-{[bis(phenylmethyloxy) phosphoryl] oxy}-3,3-dimethylbutyrate